(6-((tetrahydrofuran-3-yl)oxy)pyridin-3-yl)methylamine O1CC(CC1)OC1=CC=C(C=N1)CN